(R)-(3-chloroazetidin-1-yl)(5-methyl-6-(3-(2-methylmorpholino)-7,8-dihydro-1,6-naphthyridin-6(5H)-yl)pyridazin-3-yl)methanone ClC1CN(C1)C(=O)C=1N=NC(=C(C1)C)N1CC=2C=C(C=NC2CC1)N1C[C@H](OCC1)C